2,4-dichloro-6-hydroxy-1,3,5-triazine sodium salt [Na].ClC1=NC(=NC(=N1)Cl)O